C(C)(=O)F acetic acid, fluoride